ClC1=CC=C(C=N1)NC1=NC=CC2=C(C=CC=C12)F N-(6-chloropyridin-3-yl)-5-fluoroisoquinolin-1-amine